NC=1C2=C(N=CN1)N(C(=C2C2=CC(=C(C=C2)OC2=NC=C(C=N2)F)OC)C2=CC=C(C=C2)NC(C(=C)C)=O)C N-(4-(4-amino-5-(4-((5-fluoropyrimidin-2-yl)oxy)-3-methoxyphenyl)-7-methyl-7H-pyrrolo[2,3-d]pyrimidin-6-yl)phenyl)methacrylamide